FC=1C=CC=C2CCNC(C12)=O 8-fluoro-3,4-dihydroisoquinolin-1(2H)-one